CC1OCCC=C1 2-methyl-5,6-dihydropyran